C(#N)C1=C(C=NC=C1)NC(OCC)=O Ethyl (4-cyanopyridin-3-yl)carbamate